NC=1C=C(OCCCCCCCCOC2=CC(=CC=C2)N)C=CC1 1,8-di(3-aminophenoxy)octane